1-(4-((3-((difluoromethyl)sulfonyl)pyridin-2-yl)amino)-6-((6-fluoropyridin-2-yl)amino)pyridin-3-yl)propan-1-one FC(S(=O)(=O)C=1C(=NC=CC1)NC1=C(C=NC(=C1)NC1=NC(=CC=C1)F)C(CC)=O)F